C(C)(C)OC([O-])=O ISOPROPYLCARBONAT